C(N)(=O)C=1C(=NC(=C(C1C1=CC=C(S1)C(=O)OCC1=CC=CC=C1)C=1OC(=NN1)C)CCC1=CC=C(C=C1)F)CC(C)C benzyl 5-{3-carbamoyl-6-[2-(4-fluorophenyl)ethyl]-5-(5-methyl-1,3,4-oxadiazol-2-yl)-2-(2-methylpropyl)pyridin-4-yl}thiophene-2-carboxylate